7-(3-hydroxypropoxy)-6-methoxy-2-oxo-N-phenyl-2H-benzopyran-3-formamide OCCCOC1=CC2=C(C=C(C(O2)=O)C(=O)NC2=CC=CC=C2)C=C1OC